[2,3,5,6-tetrafluoro-4-(methoxymethyl)phenyl]methyl (1R,3S)-3-(2,2-dichloro-ethenyl)-2,2-dimethylcyclopropanecarboxylate ClC(=C[C@H]1C([C@@H]1C(=O)OCC1=C(C(=C(C(=C1F)F)COC)F)F)(C)C)Cl